C1(CC1)C1=CC=C(C=C1)C=1C=C(C(=NC1)C(=O)NN)SCC 5-(4-cyclopropylphenyl)-3-(ethylthio)pyridine-2-carbohydrazide